ClC=1C=C(C=CC1)C(C=1N(C=C(N1)S(=O)(=O)Cl)COCC[Si](C)(C)C)NC1=NC(=C(C=C1)F)C 2-((3-chlorophenyl)((5-fluoro-6-methylpyridin-2-yl)amino)methyl)-1-((2-(trimethylsilyl)ethoxy)methyl)-1H-imidazole-4-sulfonyl chloride